palladium-copper-nickel [Ni].[Cu].[Pd]